ClC1=C(C=CC(=C1)F)[C@@H]1N=C(NC(=C1C(=O)OC)CN1CC2N(CC1)C(CC2)=O)C=2SC=CN2 Methyl (4R)-4-(2-chloro-4-fluoro-phenyl)-6-[(6-oxo-1,3,4,7,8,8a-hexahydropyrrolo[1,2-a]pyrazin-2-yl)methyl]-2-thiazol-2-yl-1,4-dihydropyrimidine-5-carboxylate